N3-{[5-({2-[3-chloro-2-(trifluoromethyl)phenyl]-2-azaspiro[3.3]heptan-6-yl}oxy)-2'-ethoxy[2,3'-bipyridin]-6-yl]methyl}-β-alaninamide ClC=1C(=C(C=CC1)N1CC2(C1)CC(C2)OC=2C=CC(=NC2CNCCC(=O)N)C=2C(=NC=CC2)OCC)C(F)(F)F